BrC=1C(=C(C(=C(C1)N(C1=CC=CC=C1)C1=CC=CC=C1)CC)C1=CC=CC=C1)C1=CC=CC=C1 bromodiphenyl-ethyl-triphenylamine